COC(=O)C1=NN(C=C1)C1OCCCC1 (tetrahydro-2H-pyran-2-yl)-1H-pyrazole-3-carboxylic acid methyl ester